(R)-1-(7,8-dichloro-1-methyl-10-(1-methyl-1H-pyrazol-3-yl)-3,4-dihydropyrazino[1,2-b]indazol-2(1H)-yl)-2-hydroxyethan-1-one ClC1=C(C=C(C2=C3N(N=C12)CCN([C@@H]3C)C(CO)=O)C3=NN(C=C3)C)Cl